C(C=C)(=O)N1C[C@@H](N(CC1)C1=NC=NN2C1=CC(=C(C2=O)C2=C(C(=CC(=C2F)Cl)Cl)N)Cl)C (S)-4-(4-Acryloyl-2-methylpiperazin-1-yl)-7-(2-amino-3,5-dichloro-6-fluorophenyl)-6-chloro-8H-pyrido[2,1-f][1,2,4]triazin-8-one